ClC1=CC(=CC(=N1)C(=O)N)OC 6-chloro-4-methoxypyridineamide